(±)-(4bS,8aR,10aS)-10a-ethynyl-4b,8,8-trimethyl-3,7-dioxo-3,4b,7,8,8a,9,10,10a-octahydrophenanthrene-2,6-dicarbonitrile C(#C)[C@]12CC[C@H]3C(C(C(=C[C@@]3(C2=CC(C(=C1)C#N)=O)C)C#N)=O)(C)C |r|